FC(C(=O)O)(F)F.FC(C1=CC=C(C=C1)CC=CC1CNCC1)(F)F 3-(3-(4-(trifluoromethyl)phenyl)prop-1-en-1-yl)pyrrolidine 2,2,2-trifluoroacetate